BrC=1C(=NN(C1)C1=CC=C(C=N1)N)C 6-(4-bromo-3-methyl-1H-pyrazol-1-yl)pyridin-3-amine